C(C)N1C(CN(CC1)C1=NC=2N(C=C1)C=C(N2)C2=C(C=C(C=C2)N2N=CC=N2)O)(C)C 2-(7-(4-ethyl-3,3-dimethylpiperazin-1-yl)imidazo[1,2-a]pyrimidin-2-yl)-5-(2H-1,2,3-triazol-2-yl)phenol